6-(4'-((2S,5R)-2,5-dimethylpiperazin-1-yl)spiro[cyclobutane-1,5'-pyrrolo[2,3-d]pyrimidin]-7'(6'H)-yl)pyridazine-4-carbonitrile hydrochloride Cl.C[C@@H]1N(C[C@H](NC1)C)C=1C2=C(N=CN1)N(CC21CCC1)C1=CC(=CN=N1)C#N